(3-(2-(3-oxa-8-azabicyclo[3.2.1]oct-8-yl)-5-(2-(methylsulfonyl)pyrimidin-4-yl)thiazol-4-yl)-2-fluorophenyl)-2,6-difluorobenzenesulfonamide C12COCC(CC1)N2C=2SC(=C(N2)C=2C(=C(C=CC2)C=2C(=C(C(=CC2)F)S(=O)(=O)N)F)F)C2=NC(=NC=C2)S(=O)(=O)C